NC1=NC=NC2=C1C(=C1CC[C@H](CN21)NC(=O)OC(C)(C)C)C2=CC=C(C(=O)O)C=C2 (R)-4-(4-amino-8-((tert-butoxycarbonyl)amino)-6,7,8,9-tetrahydropyrimidino[5,4-b]indolizin-5-yl)benzoic acid